2-(2-methoxyphenyl)-2-(piperidin-1-yl)ethanol butyl-(4-chloro-3-fluorophenyl)carbamate C(CCC)N(C(=O)OCC(N1CCCCC1)C1=C(C=CC=C1)OC)C1=CC(=C(C=C1)Cl)F